(2S)-N-[(1S)-1-(2-Amino-2-oxo-ethyl)-3-pyridazin-3-yl-prop-2-ynyl]-1-[1-[4-(trifluoromethoxy)phenyl]cyclopropanecarbonyl]pyrrolidine-2-carboxamide NC(C[C@@H](C#CC=1N=NC=CC1)NC(=O)[C@H]1N(CCC1)C(=O)C1(CC1)C1=CC=C(C=C1)OC(F)(F)F)=O